6-chloro-5'-(5-chloro-2-methylphenyl)-2'-(6-(dimethylamino)-2-methoxypyridin-3-yl)-3'-isopropyl-3'H-spiro[indoline-3,4'-pyrrolo[3,4-d]imidazole]-2,6'(5'H)-dione ClC1=CC=C2C(=C1)NC(C21N(C(C=2N=C(N(C21)C(C)C)C=2C(=NC(=CC2)N(C)C)OC)=O)C2=C(C=CC(=C2)Cl)C)=O